OCC1=C(C=C(OCCCC(=O)O)C=C1)OC 4-(4-hydroxymethyl-3-methoxyphenoxy)-butyric acid